C(C)[C@@]1(N(C[C@@H]([C@H]([C@@H]1O)O)O)CCC)CO (2R,3R,4R,5S)-2-ethyl-2-(hydroxymethyl)-1-propylpiperidine-3,4,5-triol